C[Si](C)(C)C#CC=1C2=CC=CC=C2C(=C2C=CC=CC12)C#C[Si](C)(C)C 9,10-bis(trimethylsilylethynyl)anthracene